(E)-1-(4-bromophenyl)-3-(4-(tert-butyl)phenyl)prop-2-en-1-one BrC1=CC=C(C=C1)C(\C=C\C1=CC=C(C=C1)C(C)(C)C)=O